FC=1C(=C(C=CC1F)[C@H]1[C@H](O[C@@H](C1)C(F)(F)F)C(=O)OCC)OC |r| ethyl rac-(2S,3S,SR)-3-(3,4-difluoro-2-methoxy-phenyl)-5-(trifluoromethyl)tetrahydrofuran-2-carboxylate